6-chloro-2-(6-fluoro-2-methyl-1H-benzo[d]imidazol-1-yl)-N-(4-methoxyphenyl)pyrimidin-4-amine ClC1=CC(=NC(=N1)N1C(=NC2=C1C=C(C=C2)F)C)NC2=CC=C(C=C2)OC